(E)-3-(4-(((1-(3-Cyano-4-(4-cyano-3-fluorophenyl)-5-(4-methoxyphenyl)pyridin-2-yl)piperidin-4-yl)amino)methyl)phenyl)-N-hydroxyacrylamide hydrochloride Cl.C(#N)C=1C(=NC=C(C1C1=CC(=C(C=C1)C#N)F)C1=CC=C(C=C1)OC)N1CCC(CC1)NCC1=CC=C(C=C1)/C=C/C(=O)NO